ClC1=C(C=CC=C1)C1=CC(OC2=CC(=CC=C12)OC(C(=O)N1CC(CCC1)CC(=O)O)C)=O 2-[1-[2-[4-(2-chlorophenyl)-2-oxo-chromen-7-yl]oxypropionyl]-3-piperidinyl]acetic acid